C(C)[C@@H]1N(C[C@H](N(C1)C(C)C1=C(C=C(C=C1)F)CO)CC)C=1C=2C(N(C(C1)=O)C)=CNN2 7-((2S,5R)-2,5-diethyl-4-(1-(4-fluoro-2-(hydroxymethyl)phenyl)ethyl)piperazin-1-yl)-4-methyl-2,4-dihydro-5H-pyrazolo[4,3-b]pyridin-5-one